trans-2-dodecene-1,12-dicarboxylic anhydride C1\C=C\CCCCCCCCCC(=O)OC1=O